ClC1=CC2=C(N=N1)C(=C(N2)C2=CC(=NC=C2)NC([C@H](CC(F)F)C2=CC=C(C=C2)F)=O)C2=NC=CC=C2 |r| (2RS)-N-{4-[3-chloro-7-(pyridin-2-yl)-5H-pyrrolo[3,2-c]pyridazin-6-yl]pyridin-2-yl}-4,4-difluoro-2-(4-fluorophenyl)butanamide